6-(1H-imidazol-1-yl)-N-((1r,3r)-3-methoxycyclobutyl)picolinamide N1(C=NC=C1)C1=CC=CC(=N1)C(=O)NC1CC(C1)OC